6-(2-(1H-tetrazol-5-yl)phenyl)-N2-benzyl-N2-isobutyl-N4-(3-(1,1,2,2-tetrafluoroethoxy)phenyl)pyridine-2,4-diamine N1N=NN=C1C1=C(C=CC=C1)C1=CC(=CC(=N1)N(CC(C)C)CC1=CC=CC=C1)NC1=CC(=CC=C1)OC(C(F)F)(F)F